FC(C=1C=C(C=C(C1)C(F)(F)F)C(CC(C(F)(F)Cl)=O)=O)(F)F 1-(3,5-bis(trifluoromethyl)phenyl)-4-chloro-4,4-difluorobutane-1,3-dione